methyl 2-((3-(difluoromethyl)-5-(3-(1-(o-tolyl)cyclopropyl)-1,2,4-oxadiazol-5-yl)-1H-pyrazol-1-yl)methyl)thiazole-5-carboxylate FC(C1=NN(C(=C1)C1=NC(=NO1)C1(CC1)C1=C(C=CC=C1)C)CC=1SC(=CN1)C(=O)OC)F